[phenyl(biphenylyl)triazinyl][(biphenylyl)dibenzofuranyl]biphenyl C1(=CC=CC=C1)C1=C(C(=NN=N1)C=1C(=C(C=CC1)C1=CC=CC=C1)C1=C(C=CC=2OC3=C(C21)C=CC=C3)C3=C(C=CC=C3)C3=CC=CC=C3)C3=C(C=CC=C3)C3=CC=CC=C3